FC1=CC=C2C3=C(C=NC(NC=4C=C(C=C(OC(CCOC2=C1)C)C4)CS(=O)(C)=N)=N3)F [5,22-difluoro-11-methyl-8,12-dioxa-18,20,23-triazatetracyclo[17.3.1.113,17.02,7]tetracosa-1(22),2,4,6,13,15,17(24),19(23),20-nonaen-15-yl]methyl-imino-methyl-oxo-λ6-sulfane